C(#N)C=1C(=NC(=CC1)C)[C@@H]1[C@H](C1)C(=O)OCC |r| rac-ethyl (1S*,2S*)-2-(3-cyano-6-methylpyridin-2-yl)cyclopropane-1-carboxylate